[3-[4-(3,5-Diisopropylpyrazol-1-yl)phenyl]azetidin-1-yl]-[(3S)-3-(1H-1,2,4-triazol-5-yl)pyrrolidin-1-yl]methanone β-hydroxyvalerate OC(CC(=O)O)CC.C(C)(C)C1=NN(C(=C1)C(C)C)C1=CC=C(C=C1)C1CN(C1)C(=O)N1C[C@H](CC1)C1=NC=NN1